6-((4-(1H-pyrrolo[3,2-c]pyridin-6-yl)piperidin-1-yl)sulfonyl)quinoline N1C=CC=2C=NC(=CC21)C2CCN(CC2)S(=O)(=O)C=2C=C1C=CC=NC1=CC2